tert-butyl 2-{4-[5-chloro-2-(1,3,4-oxadiazol-2-yl) phenyl]-5-methoxy-2-oxopyridin-1(2H)-yl}-4-methoxybutyrate ClC=1C=CC(=C(C1)C1=CC(N(C=C1OC)C(C(=O)OC(C)(C)C)CCOC)=O)C=1OC=NN1